N,N-bisMethylformamide CN(C=O)C